phenyl-cyclopropanecarboxamide hydrochloride Cl.C1(=CC=CC=C1)C1(CC1)C(=O)N